2-Cyclohexyl-N-(1,1-dioxido-2,3-dihydrothiophen-3-yl)-5-oxo-4,5-dihydrothieno[3,2-b]pyridine-6-carboxamide C1(CCCCC1)C1=CC=2NC(C(=CC2S1)C(=O)NC1CS(C=C1)(=O)=O)=O